C(C)(C)(C)OC(=O)N1C(C(CCC1=O)N1C(C2=CC=CC(=C2C1)N(C)CCCC(=O)OC(C)(C)C)=O)=O 3-(4-((4-(tert-butoxy)-4-oxobutyl)(methyl)amino)-1-oxoisoindolin-2-yl)-2,6-dioxopiperidine-1-carboxylic acid tert-butyl ester